O=C1N(C(C2=CC=CC=C12)=O)CC1(CC1)NC(OC(C)(C)C)=O tert-butyl (1-((1,3-dioxoisoindolin-2-yl)methyl)cyclopropyl)carbamate